ClC=1C=C(C2=C(OCCO2)C1)N1C(CNCC1)C 7-chloro-5-(2-methylpiperazin-1-yl)-2,3-dihydro-1,4-benzodioxine